N-(1-cyanocyclopropyl)-9-(5-(difluoromethyl)-1,3,4-thiadiazol-2-yl)-4-((3S)-4-(dimethylamino)-3-fluoro-piperidin-1-yl)-9H-pyrimido[4,5-b]indole-7-sulfonamide C(#N)C1(CC1)NS(=O)(=O)C1=CC=C2C3=C(N(C2=C1)C=1SC(=NN1)C(F)F)N=CN=C3N3C[C@@H](C(CC3)N(C)C)F